(Z)-2-(4-((6-bromohexyl)oxy)phenyl)-3-(3,4,5-tri(dodecyloxy)phenyl)acrylonitrile BrCCCCCCOC1=CC=C(C=C1)/C(/C#N)=C/C1=CC(=C(C(=C1)OCCCCCCCCCCCC)OCCCCCCCCCCCC)OCCCCCCCCCCCC